O1C(CCCC1)N1N=CC2=CC(=CC=C12)CCCC#N 4-(1-tetrahydropyran-2-ylindazol-5-yl)butanenitrile